C(C)(C)(C)OC(=O)O[C@@H]1[C@H]([C@H](N(C1)C(=O)OC(C)(C)C)CC1=CC=C(C=C1)OC)OC(NCC1CC1)=O tert-butyl (2R,3S,4S)-4-[(tert-butoxycarbonyl) oxy]-3-[(cyclopropylmethylcarbamoyl)oxy]-2-[(4-methoxyphenyl)methyl]pyrrolidine-1-carboxylate